C(C)(C)N1C(C(CCC1=O)N1C(C2=CC=CC(=C2C1=O)[N+](=O)[O-])=O)=O 2-(1-isopropyl-2,6-dioxopiperidin-3-yl)-4-nitroisoindoline-1,3-dione